(S)-4-((2-cyanophenyl)thio)-6-(3-methyl-1-(piperidin-3-yl)-1H-pyrazol-4-yl)pyrazolo[1,5-a]pyridine-3-carbonitrile C(#N)C1=C(C=CC=C1)SC=1C=2N(C=C(C1)C=1C(=NN(C1)[C@@H]1CNCCC1)C)N=CC2C#N